FC1=CC=C(C=C1)[C@@H]1N(CCC2=CC=CC=C12)C(=O)[C@H]1OCC([C@H](C1)NC(OC(C)(C)C)=O)=C tert-butyl ((2S,4S)-2-((S)-1-(4-fluorophenyl)-1,2,3,4-tetrahydroisoquinoline-2-carbonyl)-5-methylenetetrahydro-2H-pyran-4-yl)carbamate